N1=NN(C2=NC=CC=C21)C2=CC=C(C(=O)N([C@H]1CNCCC1)C1=NC=CC3=CC=CC=C13)C=C2 (R)-4-(3H-[1,2,3]triazolo[4,5-b]pyridin-3-yl)-N-(isoquinolin-1-yl)-N-(piperidin-3-yl)benzamide